Tetrahydrofuran-3-ylmethyl-2-({2-chloro-4-fluoro-5-[3,5-dimethyl-2,6-dioxo-4-(trifluoromethyl)-3,6-dihydropyrimidin-1(2H)-yl]phenyl} sulfanyl)butanoat O1CC(CC1)COC(C(CC)SC1=C(C=C(C(=C1)N1C(N(C(=C(C1=O)C)C(F)(F)F)C)=O)F)Cl)=O